(2-(4-chloro-2-fluorophenyl)-4-methyl-3-(pyridin-4-yl)-6,7-dihydropyrazolo[1,5-a]pyrazin-5(4H)-yl)-4-(dimethylamino)but-2-en-1-one ClC1=CC(=C(C=C1)C1=NN2C(C(N(CC2)C(C=CCN(C)C)=O)C)=C1C1=CC=NC=C1)F